P(=S)([S-])([O-])[O-].C(CCC)[P+](CCCC)(CCCC)CCCC.C(CCC)[P+](CCCC)(CCCC)CCCC.C(CCC)[P+](CCCC)(CCCC)CCCC tetrabutylphosphonium dithiophosphate